(1,3-Dihydroisobenzofuran-5-yl)-5-hydroxy-1-(pyridin-2-yl)-1H-pyrazole-3-carboxamide C1OCC2=CC(=CC=C12)C=1C(=NN(C1O)C1=NC=CC=C1)C(=O)N